N-(2,4-difluoro-3-(5-(2-fluorophenyl)-1H-pyrrolo[2,3-b]pyridine-3-carbonyl)phenyl)propane-1-sulfonamide FC1=C(C=CC(=C1C(=O)C1=CNC2=NC=C(C=C21)C2=C(C=CC=C2)F)F)NS(=O)(=O)CCC